1-(2-(2-tert-butylphenoxy)pyridin-3-yl)-3-(3-phenylpropyl)urea C(C)(C)(C)C1=C(OC2=NC=CC=C2NC(=O)NCCCC2=CC=CC=C2)C=CC=C1